ClCCCC/C=C(/C(C)(C)C=1C=C(C=C(C1)O)O)\C1=CC=CC=C1 (E)-5-(8-chloro-2-methyl-3-phenyloct-3-en-2-yl)benzene-1,3-diol